[(4S)-6-tert-butoxycarbonyl-3-methoxy-6-azaspiro[3.4]octan-3-yl]methyl-trimethyl-ammonium C(C)(C)(C)OC(=O)N1C[C@@]2(C(CC2)(OC)C[N+](C)(C)C)CC1